Decan-4-amine hydrochloride Cl.CCCC(CCCCCC)N